4-[(3-Bromopyridin-4-yl)methyl]morpholine BrC=1C=NC=CC1CN1CCOCC1